dioctyltin bisisooctylthioglycolate C(CCCCC(C)C)C(C(=O)[O-])(S)CCCCCC(C)C.C(CCCCCCC)[Sn+2]CCCCCCCC.C(CCCCC(C)C)C(C(=O)[O-])(S)CCCCCC(C)C